ClC=1C=C(C(=O)O)C=C(C1)OC1=NC(=NC(=C1)C1=C(C=CC=C1C)C)NS(=O)(=O)C=1C=NN(C1)C 3-Chloro-5-[6-(2,6-dimethylphenyl)-2-[(1-methylpyrazol-4-yl)sulfonylamino]pyrimidin-4-yl]oxy-benzoic acid